C1(CC1)N1C(C2=C(CCC1)C(=CN2)C2=NC(=NC=C2C(F)(F)F)NC2CNC(CC2)(C)C)=O 7-cyclopropyl-3-{2-[(6,6-dimethylpiperidin-3-yl)amino]-5-(trifluoromethyl)pyrimidin-4-yl}-1H,4H,5H,6H,7H,8H-pyrrolo[2,3-c]azepin-8-one